COC1=C(C=CC(=C1)/C=C/C(=O)OC2[C@@H](CC(C[C@H]2O)(C(=O)O)O)O)O 4-feruloylquinic acid